4-(3,5-dibromophenyl)oxan-4-ol BrC=1C=C(C=C(C1)Br)C1(CCOCC1)O